BrC1=C2C(=CNC2=CC=C1)CC1=NC=C(C(=O)OC)C=C1 methyl 6-((4-bromo-1H-indol-3-yl)methyl)nicotinate